C(C1=CC=CC=C1)OC1CC(C1)C1=NC=C(C=N1)NC(OC(C)(C)C)=O tert-butyl (2-((1R,3R)-3-(benzyloxy)cyclobutyl)pyrimidin-5-yl)carbamate